4-bromo-2,3-dihydrofuran BrC=1CCOC1